C(C=C)(=O)OC1=CC=C(C=C1)C1=CC=C(C=C1)CCCCCCCCCC 4-acryloyloxy-4'-decylbiphenyl